N1(CCOCC1)NC(=O)C=1N=C(N(C1CO)C1=CC=C(C=C1)C#CCCO)C1=C(C=C(C=C1)Cl)Cl 2-(2,4-Dichloro-phenyl)-1-[4-(4-hydroxy-but-1-ynyl)-phenyl]-5-hydroxymethyl-1H-imidazole-4-carboxylic acid morpholin-4-ylamide